bis(difluoroacetoxy)iodine FC(C(=O)OIOC(C(F)F)=O)F